OCCCNC(O[C@@H]1CC[C@H](CC1)C(N(C[C@@H]1CC[C@H](CC1)C1=NC(=C(C=C1)OC)C)C1=CC(=CC=C1)C1=CN=C(S1)C(C)C)=O)=O trans-4-((3-(2-Iso-propylthiazol-5-yl)-phenyl)((trans-4-(5-methoxy-6-methyl-pyridin-2-yl)cyclohexyl)methyl)carbamoyl)cyclohexyl (3-hydroxypropyl)-carbamate